FC=1C=C2C=3CCCC(C3NC2=CC1)C(=O)N 6-fluoro-2,3,4,9-tetrahydro-1H-carbazole-1-carboxamide